ClC=1C(=C(C=CC1Cl)O)C(=O)C1=CC=NC=C1 3,4-dichloro-2-(pyridine-4-carbonyl)phenol